3-(2-((5-((4-chlorophenoxy)methyl)-1,3,4-oxadiazol-2-yl)thio)ethyl)-8-methylquinazolin-4(3H)-one ClC1=CC=C(OCC2=NN=C(O2)SCCN2C=NC3=C(C=CC=C3C2=O)C)C=C1